C(CCC)(=O)OCCCC(C)Cl 4-chloropentyl butyrate